FC(C1=NC(=NO1)C=1C=CC(=NC1)N1CC2(C1)CCN(CC2)C(=O)[O-])(F)F 2-(5-(5-(trifluoromethyl)-1,2,4-oxadiazol-3-yl)pyridin-2-yl)-2,7-diazaspiro[3.5]nonane-7-carboxylate